C(C1=CC=CC=C1)(=O)[C@@H]1C2(N(C[C@@H]1C1=CC=CC=C1)C)C(NC1=CC=CC=C12)=O (3'S,4'S)-3'-benzoyl-1'-methyl-4'-phenylspiro[indoline-3,2'-pyrrolidin]-2-one